C(C=C)OC(=O)N1C[C@H]2N(C(C3=C1C=C(C(=C3)OC)O)=O)CC3(CC3)C2 (S)-8-Hydroxy-7-methoxy-5-oxo-11,11a-dihydro-1H,3H-spiro[benzo[e]pyrrolo[1,2-a][1,4]diazepine-2,1'-cyclopropane]-10(5H)-carboxylic acid allyl ester